4-(6-(4-(1H-indazol-3-yl)piperidin-1-yl)thiazolo[5,4-b]pyridin-2-yl)morpholine N1N=C(C2=CC=CC=C12)C1CCN(CC1)C=1C=C2C(=NC1)SC(=N2)N2CCOCC2